BrC=1N=C(N2C1C(=NC=C2)Cl)[C@H]2CN1C(CC3([C@@H]1CC2)CC3)=O (6'R,8a'S)-6'-(1-bromo-8-chloroimidazo[1,5-a]pyrazin-3-yl)tetrahydro-2'H-spiro[cyclopropane-1,1'-indolizin]-3'(5'H)-one